3-(2-imidazo[1,2-b]pyridazin-3-ylethynyl)-4-methyl-N-[4-[(4-methyl-1-piperazinyl)methyl]-3-(trifluoromethyl)phenyl]-benzamide hydrochloride Cl.N=1C=C(N2N=CC=CC21)C#CC=2C=C(C(=O)NC1=CC(=C(C=C1)CN1CCN(CC1)C)C(F)(F)F)C=CC2C